(3-hydroxy-5-((4-(4-methoxyphenoxy)tetrahydro-2H-pyran-4-yl)ethynyl)pyridineformyl)glycine OC=1C(=NC=C(C1)C#CC1(CCOCC1)OC1=CC=C(C=C1)OC)C(=O)NCC(=O)O